1-(2-bromo-6-methylphenyl)cyclopropane-1-carbonitrile BrC1=C(C(=CC=C1)C)C1(CC1)C#N